C(C)(C)(C)OC(=O)N1CCC(CC1)[B-](F)(F)F.[K+] potassium (1-(tert-butoxycarbonyl)piperidine-4-yl)trifluoroborate